O-tert-butyl azetidine-1-carbothioate N1(CCC1)C(OC(C)(C)C)=S